N,N',N'',N'''-tetra(chloroacetyl)-triethylenetetraamine ClCC(=O)NCCN(CCN(CCNC(CCl)=O)C(CCl)=O)C(CCl)=O